(R)-6-((3-(2,3-dichloro-6-fluorophenyl)pyrrolidin-3-yl)amino)-3-methylpyrido[3,2-d]pyrimidin-4(3H)-one ClC1=C(C(=CC=C1Cl)F)[C@]1(CNCC1)NC=1C=CC=2N=CN(C(C2N1)=O)C